ClC1=C2C(=NC=C1OC=1C=NN3C1C=NC=C3)N=C(N2C)NC2=CC(=CC(=C2)C(F)(F)F)OC[C@@H]2N(CCCC2)C (R)-7-chloro-1-methyl-N-(3-((1-methylpiperidin-2-yl)methoxy)-5-(trifluoromethyl)phenyl)-6-(pyrazolo[1,5-a]pyrazin-3-yloxy)-1H-imidazo[4,5-b]pyridin-2-amine